[Ni](F)F.[Sn] tin nickel fluoride